Cl.FC=1C=C(C=CC1)C(O)[C@@H]1N[C@@](CC1)(C)CC1CCC(CC1)OC (3-Fluorophenyl)((2R,5R)-5-(((1r,4R)-4-methoxycyclohexyl)methyl)-5-methylpyrrolidin-2-yl)methanol hydrochloride